(9S)-9-[4-(2,4,5-trimethylphenoxy)phenyl]-3,4,6,7,8,9-hexahydropyrido[2,1-c][1,2,4]thiadiazine 2,2-dioxide CC1=C(OC2=CC=C(C=C2)[C@@H]2CCCN3C2=NS(CC3)(=O)=O)C=C(C(=C1)C)C